COC1=CC=C(CN([C@H](C(=O)OCC)[C@H](OCC=O)C=2SC=C(N2)Br)CC2=CC=C(C=C2)OC)C=C1 ethyl (2S,3S)-2-(bis(4-methoxybenzyl)amino)-3-(4-bromothiazol-2-yl)-3-(2-oxoethoxy)propanoate